C(C)(C)(C)C=1C=C(C=C(C(=O)N)CCCCCCC(C(=O)N)=CC2=CC(=C(C(=C2)C(C)(C)C)OO)C(C)(C)C)C=C(C1OO)C(C)(C)C hexamethylenebis-(3,5-di-tert-butyl-4-hydroxyoxycinnamamide)